Methyl (2S,3S)-3-methyl-2-[4-(4-nitrobenzene-1-sulfonyl)-2-oxopiperazin-1-yl]pentanoate C[C@H]([C@@H](C(=O)OC)N1C(CN(CC1)S(=O)(=O)C1=CC=C(C=C1)[N+](=O)[O-])=O)CC